NCC1=NC=CC(=C1F)C1=CC(=CC=2C=COC21)COC2=C(C=CC=C2)CC(=O)O 2-(2-((7-(2-(aminomethyl)-3-fluoropyridin-4-yl)benzofuran-5-yl)methoxy)phenyl)acetic acid